N-tert-butoxycarbonyl-4-(3-phthalimidopropylamino)butylamine C(C)(C)(C)OC(=O)NCCCCNCCCN1C(C=2C(C1=O)=CC=CC2)=O